ClC1=C(C=NN(C1=O)C)N[C@@H]1C[C@@H](CN(C1)C)C1=CC=C(C(=O)N2CCC3(CC2)CCN(CC3)C3=C(C=C(C=N3)C3C(NC(CC3)=O)=O)C)C=C1 3-[6-[3-[4-[(3R,5R)-5-[(5-chloro-1-methyl-6-oxo-pyridazin-4-yl)amino]-1-methyl-3-piperidyl]benzoyl]-3,9-diazaspiro[5.5]undecan-9-yl]-5-methyl-3-pyridyl]piperidine-2,6-dione